(3Z)-18,18-dihexoxy-3-octadecen-1-ol C(CCCCC)OC(CCCCCCCCCCCCC\C=C/CCO)OCCCCCC